2-(hydroxymethyl)-N-(6-methoxy-5-(2-(4-(trifluoromethyl)cyclohexyl)vinyl)pyridin-3-yl)acrylamide OCC(C(=O)NC=1C=NC(=C(C1)C=CC1CCC(CC1)C(F)(F)F)OC)=C